C(C)[N+]1=CSC2=C1C=CC=C2 N-Ethylbenzothiazolium